ClC1=C(C=CC(=C1C)C(=O)O)C1=CC=CC=C1 chloro-3-methyl-[1,1'-biphenyl]-4-formic acid